1-[3-(1-chloroethyl)-6-[5-[(6-methylpyridazin-3-yl)amino]benzimidazol-1-yl]-2-pyridyl]-5-methyl-pyrazole-3-carbonitrile ClC(C)C=1C(=NC(=CC1)N1C=NC2=C1C=CC(=C2)NC=2N=NC(=CC2)C)N2N=C(C=C2C)C#N